ClC=1SC(=CC1C(=O)O)I chloro-5-iodo-thiophene-3-carboxylic acid